(2S,4S)-4-[(2-bromo-4-pyridinyl)oxy]pyrrolidine-1,2-dicarboxylic acid O1-tert-butyl O2-methyl ester COC(=O)[C@H]1N(C[C@H](C1)OC1=CC(=NC=C1)Br)C(=O)OC(C)(C)C